(S)-6-bromo-2-(2,5-dimethyl-1-(3-morpholinophenyl)-1H-pyrrol-3-yl)-N-(1-(ethylsulfonyl)pyrrolidine-3-yl)-3H-imidazo[4,5-b]pyridine-7-amine BrC=1C(=C2C(=NC1)NC(=N2)C2=C(N(C(=C2)C)C2=CC(=CC=C2)N2CCOCC2)C)N[C@@H]2CN(CC2)S(=O)(=O)CC